C(C)C=1C(NC=2C=C(C=NC2C1)C(N1CCN(CC1)C=1C=CC(=NC1)C(=O)N[C@H]1COCC1)([2H])[2H])=O (R)-5-(4-((7-ethyl-6-oxo-5,6-dihydro-1,5-naphthyridin-3-yl)methyl-d2)Piperazin-1-yl)-N-(tetrahydrofuran-3-yl)picolinamide